OC1=CC(=CC=2OC3=C(C=CC(=C3C(C12)=O)O)O)OC 1,5,8-trihydroxy-3-methoxyxanthone